CC1=CC=CC(=C1)C 4,6-dimethyl-benzene